1-(2-methylthiophene-3-yl)-3,4-dihydroisoquinoline CC=1SC=CC1C1=NCCC2=CC=CC=C12